ClC=1C=C2C(=NC(N(C2=CC1C1=C(C=CC=C1)F)C1=C(C=CC=C1CC)CC)=S)N1[C@H](CN(CC1)C(=O)OC(C)(C)C)C (S)-tert-Butyl 4-(6-chloro-1-(2,6-diethylphenyl)-7-(2-fluorophenyl)-2-thioxo-1,2-dihydroquinazolin-4-yl)-3-methylpiperazine-1-carboxylate